ClC=1C(=C(C=CC1OC1(CC1)C)NC=1C2=C(N=CN1)C=CC(=N2)N2[C@@H]1CN([C@H](C2)C1)C(=O)OC(C)(C)C)F tert-Butyl (1S,4S)-5-(4-((3-chloro-2-fluoro-4-(1-methylcyclopropoxy)phenyl)amino)pyrido[3,2-d]pyrimidin-6-yl)-2,5-diazabicyclo[2.2.1]heptane-2-carboxylate